9-Bromo-2-[[(2S)-2,3-dihydro-[1,4]dioxino[2,3-b]pyridin-2-yl]methoxy]-6,7-dihydropyrimido[6,1-a]isoquinolin-4-one BrC=1C=C2CCN3C(C2=CC1)=CC(=NC3=O)OC[C@@H]3OC=1C(=NC=CC1)OC3